NC1=C2C(=NC=N1)N(N=C2C2=CC=C(C=C2)OC2=CC=CC=C2)C2CCN(CC2)C(=O)OC2=CC=C(C=C2)[N+](=O)[O-] 4-nitrophenyl 4-(4-amino-3-(4-phenoxyphenyl)-1H-pyrazolo[3,4-d]pyrimidin-1-yl)piperidine-1-carboxylate